(E)-7-((6-(2-(5-Cyclopropyl-3-(3,5-dichloropyridin-4-yl)isoxazol-4-yl)vinyl)spiro[3.3]heptan-2-yl)methoxy)cinnolin C1(CC1)C1=C(C(=NO1)C1=C(C=NC=C1Cl)Cl)/C=C/C1CC2(CC(C2)COC2=CC=C3C=CN=NC3=C2)C1